O1C=NC2=C1C=C(C=C2)[NH-] benzoxazol-6-ylamide